Cl.Cl.C1N(CCC2=CC=CC=C12)C[C@H](CN1CCOC2=C(C1=O)C=CC(=C2)OC2CNCCC2)O 4-[(2R)-3-(3,4-dihydro-1H-isoquinolin-2-yl)-2-hydroxy-propyl]-8-[(3-piperidyl)oxy]-2,3-dihydro-1,4-benzoxazepin-5-one dihydrochloride